CC1=CC=C(C=C1)S(=O)(=O)O.C(C1=CC=CC=C1)OC([C@@H](N)C(C)C)=O L-valine benzyl ester 4-toluenesulfonate